4-(1H-imidazol-1-yl)-7-nitroquinolin-8-ol N1(C=NC=C1)C1=CC=NC2=C(C(=CC=C12)[N+](=O)[O-])O